1-Ethyl-5-fluoro-1H-indazol-3-amine C(C)N1N=C(C2=CC(=CC=C12)F)N